OC(=O)C(F)(F)F.FC1(CNCCO1)F 2,2-difluoromorpholine TFA salt